N-(5-(7-(ethyl(methyl)amino)-6-fluoro-5-(methylthio)-1H-indazol-4-yl)pyrazolo[1,5-a]pyridin-2-yl)-2-fluorocyclopropane-1-carboxamide C(C)N(C=1C(=C(C(=C2C=NNC12)C1=CC=2N(C=C1)N=C(C2)NC(=O)C2C(C2)F)SC)F)C